ClC1CCC(CC1)[C@@H](C(=O)NC1=NC=CC(=C1)[C@@H](COC)N1C(N[C@@H](C1)C(F)(F)F)=O)NC(=O)C=1C(=NOC1)C N-((1S)-1-(4-chlorocyclohexyl)-2-((4-((S)-2-methoxy-1-((S)-2-oxo-4-(trifluoromethyl)imidazolidin-1-yl)ethyl)pyridin-2-yl)amino)-2-oxoethyl)-3-methylisoxazole-4-carboxamide